C[C@@H]1CCN(CCN1C(C=C)=O)C=1N=CC2=C(N1)C(=NC=N2)NC2=CC(=C(C=C2)OC2=CC1=C(N(N=N1)C)C=C2)C (R)-1-(7-methyl-4-(8-((3-methyl-4-((1-methyl-1H-benzo[d][1,2,3]triazol-5-yl)oxy)phenyl)amino)pyrimido[5,4-d]pyrimidin-2-yl)-1,4-diazepan-1-yl)prop-2-en-1-one